5-fluoro-2-phenyl-1,3-benzooxazol-6-amine FC=1C(=CC2=C(N=C(O2)C2=CC=CC=C2)C1)N